CC1=C(CS(=O)(=O)C2=CC3=C(S\C(\C(N3)=O)=C/C3=C(C=C(C=C3)F)F)C=C2)C(=CC=C1)C (Z)-6-((2,6-dimethylbenzyl)sulfonyl)-2-(2,4-difluorobenzylidene)-2H-benzo[b][1,4]thiazin-3(4H)-one